FC(COC1=NC(=NC(=N1)OCC(F)(F)F)Cl)(F)F 2,4-bis(trifluoroethoxy)-6-chloro-1,3,5-triazine